6-Methacryloxyhexanoyl chloride C(C(=C)C)(=O)OCCCCCC(=O)Cl